FC1=CC(=C(C=C1)NC(=O)C=1COC2=C(C1)C=CC=C2)C N-(4'-fluoro-2'-methylphenyl)-2H-benzopyran-3-carboxamide